NC1CCC(N(C1)CCCCCCCNC(OC(C)(C)C)=O)=O tert-butyl (7-(5-amino-2-oxopiperidin-1-yl)heptyl)carbamate